FC(C=1C=CC(=NC1)N[C@@H]1CC[C@H](CC1)S(=O)(=O)C1=CC=C(C=C1)C1=CC(=NC=C1)N1CC(CC1)NC(OC(C)(C)C)=O)(F)F tert-butyl (1-(4-(4-((trans-4-((5-(trifluoromethyl)pyridin-2-yl)amino)cyclohexyl)sulfonyl)phenyl)pyridin-2-yl)pyrrolidin-3-yl)carbamate